(5-{5-[5-Fluoro-6-(2-methoxyethoxy)-1H-indazol-3-yl]-isoxazol-3-yl}-pyridin-2-yl)-[(R)-2-(1-hydroxy-1-methylethyl)-azetidin-1-yl]-methanon FC=1C=C2C(=NNC2=CC1OCCOC)C1=CC(=NO1)C=1C=CC(=NC1)C(=O)N1[C@H](CC1)C(C)(C)O